BrC=1C(=C2C(=NC1)N(N=C2C)COCC[Si](C)(C)C)C2=CC=CC=C2 5-bromo-3-methyl-4-phenyl-1-[[2-(trimethylsilyl)ethoxy]methyl]pyrazolo[3,4-b]pyridine